CN1N=C(C(=C1C)[N+](=O)[O-])OCCCO 3-(1,5-dimethyl-4-nitro-pyrazol-3-yl)oxypropan-1-ol